(4-hydroxypiperidin-1-yl)pyrido[4,3-d]pyrimidin OC1CCN(CC1)C=1N=CC2=C(N1)C=CN=C2